2,5-Dichloro-N4-(3,4,5-trimethoxyphenyl)pyrimidin-4-amine ClC1=NC=C(C(=N1)NC1=CC(=C(C(=C1)OC)OC)OC)Cl